ClC=1C(=NC(=NC1)NC1=C(C=C2CCN(CC2=C1)C)OC)N1CCC2=C(C=CC=C12)OC N-(5-chloro-4-(4-methoxyindolin-1-yl)pyrimidin-2-yl)-6-methoxy-2-methyl-1,2,3,4-tetrahydroisoquinolin-7-amine